(5-(cyclopropylmethoxy)pyridine-2-yl)propanamide C1(CC1)COC=1C=CC(=NC1)C(C(=O)N)C